(2S,4R)-2-((3-bromophenyl)carbamoyl)-4-fluoropyrrolidine-1-carboxylic acid tert-butyl ester C(C)(C)(C)OC(=O)N1[C@@H](C[C@H](C1)F)C(NC1=CC(=CC=C1)Br)=O